C(CC=C)N1S(C=2N(C(C1)C(=O)O)C(C=C(C2C2=CC(=CC=C2)C(F)(F)F)CC2=CC=CC1=CC=CC=C21)=O)(=O)=O 2-(but-3-en-1-yl)-8-(naphthalen-1-ylmethyl)-6-oxo-9-(3-(trifluoromethyl)phenyl)-3,4-dihydro-2H,6H-pyrido[1,2-e][1,2,5]thiadiazine-4-carboxylic acid 1,1-dioxide